Tetrabenzyl-titanium C(C1=CC=CC=C1)[Ti](CC1=CC=CC=C1)(CC1=CC=CC=C1)CC1=CC=CC=C1